(S)-fluoro((R or S)-3-(2-(5-fluorothiophen-2-yl)ethyl)-1-(2-(6-methylpyridin-3-yl)propan-2-yl)pyrrolidin-3-yl)methyl isopropylcarbamate C(C)(C)NC(O[C@H]([C@]1(CN(CC1)C(C)(C)C=1C=NC(=CC1)C)CCC=1SC(=CC1)F)F)=O |o1:7|